The molecule is a CDP-glycerol that is 2,3-bis-(O-phytanyl)-sn-glycerol (archaeol) having a CDP moiety attached at position 1. It is a member of CDP-glycerols and an ether lipid. It derives from a 2,3-di-O-phytanyl-sn-glycerol. It is a conjugate acid of a CDP-2,3-bis-(O-phytanyl)-sn-glycerol(2-). C[C@H](CCC[C@H](C)CCCC(C)C)CCC[C@@H](C)CCOC[C@@H](COP(=O)(O)OP(=O)(O)OC[C@@H]1[C@H]([C@H]([C@@H](O1)N2C=CC(=NC2=O)N)O)O)OCC[C@H](C)CCC[C@H](C)CCC[C@H](C)CCCC(C)C